CC1(CCC(CC1)NCCCCCCCSC1=C2CN(C(C2=CC=C1)=O)C1C(NC(CC1)=O)=O)C 3-(4-((7-((4,4-dimethylcyclohexyl)amino)heptyl)thio)-1-oxoisoindolin-2-yl)piperidine-2,6-dione